ClC=1C(=NC(=NC1)N1CCN(CC1)C(CCCC1=NNC(C2=CC=CC=C12)=O)=O)C 4-(4-(4-(5-chloro-4-methylpyrimidin-2-yl)piperazin-1-yl)-4-oxobutyl)phthalazin-1(2H)-one